N-((7-(5-(difluoromethyl)-1,3,4-oxadiazol-2-yl)imidazo[1,2-a]pyridin-2-yl)methyl)-N-(3-fluorophenyl)-1-propionylpiperidine-4-sulfonamide FC(C1=NN=C(O1)C1=CC=2N(C=C1)C=C(N2)CN(S(=O)(=O)C2CCN(CC2)C(CC)=O)C2=CC(=CC=C2)F)F